methyl 4-(bis(4-methoxybenzyl)amino)-1-(2-methyl-6-nitro-4-(trifluoromethyl)phenyl)-6-oxo-1,6-dihydropyrimidine-5-carboxylate COC1=CC=C(CN(C=2N=CN(C(C2C(=O)OC)=O)C2=C(C=C(C=C2[N+](=O)[O-])C(F)(F)F)C)CC2=CC=C(C=C2)OC)C=C1